C1(CCCCC1)NC(=O)[C@H]1CN(CCC1)C(=O)OC(C)(C)C tert-butyl (R)-3-(cyclohexylcarbamoyl)piperidine-1-carboxylate